(4R)-N-(3-((2-mercaptoethyl)amino)-3-oxopropyl)-2-(4-methoxyphenyl)-5,5-dimethyl-1,3-dioxane-4-carboxamide SCCNC(CCNC(=O)[C@@H]1OC(OCC1(C)C)C1=CC=C(C=C1)OC)=O